FC(C(=O)O)(F)F.NC1=NC=2C=CC(=CC2C2=C1COCC2)C(=O)N(CC2=NC=C(C=C2)C(F)(F)F)[C@H](C)C2=NC=CC=N2 (R)-5-amino-N-(1-(pyrimidin-2-yl)ethyl)-N-((5-(trifluoromethyl)pyridin-2-yl)methyl)-1,4-dihydro-2H-pyrano[3,4-c]quinoline-9-carboxamide 2,2,2-trifluoroacetate